4'-Cyclopropyl-5-(difluoromethoxy)-6'-methoxy-N-((1-(1-methyl-4-(trifluoromethyl)-1H-imidazol-2-yl)piperidin-4-yl)methyl)-[2,5'-bipyrimidin]-4-amine C1(CC1)C1=NC=NC(=C1C1=NC=C(C(=N1)NCC1CCN(CC1)C=1N(C=C(N1)C(F)(F)F)C)OC(F)F)OC